ClC1=NC(=NC(=N1)C1CCC1)OCC1=C(N=NN1C)C1=CC=C(C(=N1)CC)N1C[C@H](CCC1)CC(=O)OCC=C allyl (R)-2-(1-(6-(5-(((4-chloro-6-cyclobutyl-1,3,5-triazin-2-yl)oxy)methyl)-1-methyl-1H-1,2,3-triazol-4-yl)-2-ethylpyridin-3-yl)piperidin-3-yl)acetate